(1R,3R,5R)-N-((R)-(4-chloro-2,5-difluorophenyl)(3-oxetanyl)methyl)-2-((5-(trifluoromethyl)-3-pyridinyl)carbonyl)-2-azabicyclo[3.1.0]hexane-3-carboxamide ClC1=CC(=C(C=C1F)[C@H](NC(=O)[C@@H]1N([C@@H]2C[C@@H]2C1)C(=O)C=1C=NC=C(C1)C(F)(F)F)C1COC1)F